C(#N)C1=CC=C(C(=O)C=2C=C(NC2)C(=O)O)C=C1 4-(4-cyanobenzoyl)-1H-pyrrole-2-carboxylic acid